Cl[Si](C)(C)Cl Dichloro(dimethyl)silan